3-((5-bromo-2-chloropyrimidin-4-yl)amino)-N-methylbenzamide BrC=1C(=NC(=NC1)Cl)NC=1C=C(C(=O)NC)C=CC1